1-(4-hydroxy-3-methoxyphenyl)-2-(3,4,5-trimethoxyphenyl)ethanone OC1=C(C=C(C=C1)C(CC1=CC(=C(C(=C1)OC)OC)OC)=O)OC